2,7-dimethyl-2H-pyrazolo[3,4-c]pyridine-5-carboxylic acid CN1N=C2C(=NC(=CC2=C1)C(=O)O)C